1-Methyl-4-((4-methoxypyridin-2-yl)amino)-7-chloro-indole-2-carboxylic acid CN1C(=CC2=C(C=CC(=C12)Cl)NC1=NC=CC(=C1)OC)C(=O)O